2-cyclohexyl-N-(2-((tetrahydro-2H-pyran-2-yl)methoxy)benzyl)ethanamine hydrochloride Cl.C1(CCCCC1)CCNCC1=C(C=CC=C1)OCC1OCCCC1